FC(C(=O)O)(F)F.C1(CC1)NC1CCN(CC1)C1=C2C=CN=NC2=C(C=C1)C(=O)NC=1C=C(C=2N(C1)C=C(N2)C)OC2=CC=CC=C2 5-(4-(cyclopropylamino)piperidin-1-yl)-N-(2-methyl-8-phenoxyimidazo[1,2-a]pyridin-6-yl)cinnoline-8-carboxamide 2,2,2-trifluoroacetate